CC12C=CC(CC1)C2 methyl-norbornene